5-fluoro-2-oxoindolin FC=1C=C2CC(NC2=CC1)=O